4-(4-amino-6-(4-(2-fluoroacrylamido)phenyl)pyrazolo[5,1-f][1,2,4]triazin-5-yl)-N-((1-fluorocyclopropyl)methyl)-2-(methoxy-d3)benzamide NC1=NC=NN2C1=C(C(=N2)C2=CC=C(C=C2)NC(C(=C)F)=O)C2=CC(=C(C(=O)NCC1(CC1)F)C=C2)OC([2H])([2H])[2H]